CC(C)(C)S(=O)/N=C/C=1OC=CN1 (E)-2-methyl-N-(oxazol-2-ylmethylene)propane-2-sulfinamide